tert-Butyl 2-(2-tert-butyl-5-(1-(2,2-difluorobenzo[d][1,3]dioxol-5-yl)cyclopropanecarboxamido)-6-fluoro-1H-indol-1-yl)ethylcarbamate C(C)(C)(C)C=1N(C2=CC(=C(C=C2C1)NC(=O)C1(CC1)C1=CC2=C(OC(O2)(F)F)C=C1)F)CCNC(OC(C)(C)C)=O